2,2,3,3-tetrafluoropropyl (3R,4S)-3-(5-{4-amino-5-[(4,4-difluoropiperidin-1-yl)methyl]pyrrolo[2,1-f][1,2,4]triazin-7-yl}-2-methoxypyridine-3-amido)-4-fluoropyrrolidine-1-carboxylate NC1=NC=NN2C1=C(C=C2C=2C=C(C(=NC2)OC)C(=O)N[C@@H]2CN(C[C@@H]2F)C(=O)OCC(C(F)F)(F)F)CN2CCC(CC2)(F)F